2-(2-hydroxyethyl)-4,5-dihydroimidazole OCCC=1NCCN1